2-(4-methoxycarbonylphenyl)-1H-benzimidazole-5-carboxylic acid methyl ester COC(=O)C1=CC2=C(NC(=N2)C2=CC=C(C=C2)C(=O)OC)C=C1